(2R,4S)-N-((S)-1-(((6-Amino-2-methylpyridin-3-yl)methyl)amino)-1-oxopropan-2-yl)-4-(4-bromobenzyl)pyrrolidine-2-carboxamide Di-trifluoroacetate salt FC(C(=O)O)(F)F.FC(C(=O)O)(F)F.NC1=CC=C(C(=N1)C)CNC([C@H](C)NC(=O)[C@@H]1NC[C@H](C1)CC1=CC=C(C=C1)Br)=O